5-aminoimidazole-4-carboxylic acid methyl ester COC(=O)C=1N=CNC1N